C1N(CC12CNC2)CC2=CC=C(C=N2)C=2C=C1C(=CC=NC1=CC2)NC=2C=CC1=C(N=CS1)C2 N-(6-(6-((2,6-diazaspiro[3.3]heptan-2-yl)methyl)pyridin-3-yl)quinolin-4-yl)benzo[d]thiazol-5-amine